BrC1=C2C=NN(C2=CC(=C1[C@@H]1[C@@H](C1)C)C)C1OCCCC1 4-bromo-6-methyl-5-((1S,2R)-2-methylcyclopropyl)-1-(tetrahydro-2H-pyran-2-yl)-1H-indazole